3,6-dichloro-4-((1S,2R)-2-(2,2,2-trifluoroethyl)cyclopropyl)pyridazine ClC=1N=NC(=CC1[C@@H]1[C@H](C1)CC(F)(F)F)Cl